thieno[3,4-c]pyrrol-4,6-dion C=1SC=C2C1C(NC2=O)=O